COC1=CC(=O)C(=CC1=O)CCCC2=CC(=C(C=C2)O)OC The molecule is a member of the class of 1,4-benzoquinones that is 1,4-benzoquinone which has been substituted by a methoxy group at position 5 and a 3-(4-hydroxy-3-methoxyphenyl)propyl group at position 2. It has been isolated from the stems of Combretum griffithii and has been shown to exhibit anticancer activity. It has a role as a metabolite, an antineoplastic agent and a plant metabolite. It is a member of phenols, a monomethoxybenzene and a member of 1,4-benzoquinones.